N2-(5-((-)-1-amino-1-(3-cyanophenyl)-3-cyclopropyl)-2-fluorophenyl)-N1-(4-chlorophenyl)-4-methoxypyrrolidine-1,2-dicarboxamide NC1(CC1C=1C=CC(=C(C1)NC(=O)C1N(CC(C1)OC)C(=O)NC1=CC=C(C=C1)Cl)F)C1=CC(=CC=C1)C#N